N1(CCC1)CC(C(=O)NC(C)(C)C1=CC=C(C=C1)OC)C 3-(azetidin-1-yl)-N-(2-(4-methoxyphenyl)propan-2-yl)-2-methylpropanamide